4-[(1S)-1-[[2,2-Dimethyl-4-(2-phenoxyethylamino)tetrahydropyran-4-carbonyl]amino]ethyl]benzoic acid, hydrochloride Cl.CC1(OCCC(C1)(C(=O)N[C@@H](C)C1=CC=C(C(=O)O)C=C1)NCCOC1=CC=CC=C1)C